C(C1=CC=CC=C1)OC1=NC(=CC=C1NC1=CC(=C(C=C1F)N1CCC(CC1)(O)CC(=O)OC(C)(C)C)F)OCC1=CC=CC=C1 tert-butyl 2-[1-[4-[(2,6-dibenzyloxy-3-pyridyl)amino]-2,5-difluoro-phenyl]-4-hydroxy-4-piperidyl]acetate